FC1(CC(C1)NC(C(=O)N[C@H](C(N[C@@H](C[C@H]1C(NCC1)=O)C(COC(F)(F)F)=O)=O)CC(C)(C)C)=O)F N1-(3,3-difluorocyclobutyl)-N2-((S)-4,4-dimethyl-1-oxo-1-(((S)-3-oxo-1-((S)-2-oxopyrrolidin-3-yl)-4-(trifluoromethoxy)butan-2-yl)amino)pentan-2-yl)oxalamide